FC1=C(C=C(C=C1)C(O)C1=C2N(C=NC2=NC=N1)C)C1=NC=NC2=CC(=CC=C12)N1CCOCC1 [4-Fluoro-3-(7-morpholin-4-yl-quinazolin-4-yl)-phenyl]-(7-methyl-7H-purin-6-yl)-methanol